methyl 4-methoxy-2-methylnicotinate COC1=CC=NC(=C1C(=O)OC)C